3-methylphthalaldehyde CC1=C(C(C=O)=CC=C1)C=O